ClC=1C=C(C=CC1F)C=1N=CN(C1C=1C=CC=2N(C1)C=CN2)CCC(F)(F)F 6-(4-(3-chloro-4-fluorophenyl)-1-(3,3,3-trifluoropropyl)-1H-imidazol-5-yl)imidazo[1,2-a]pyridine